1,1'-[(1S,2S)-3,3,4,4-tetramethylcyclobutane-1,2-diyl]dibenzene CC1([C@@H]([C@H](C1(C)C)C1=CC=CC=C1)C1=CC=CC=C1)C